2-hydrazineyl-4-methyl-4H-1,3,4-thiadiazin-5(6H)-one N(N)C=1SCC(N(N1)C)=O